1-(4-(2-cyanoprop-2-yl)benzyl)-1H-imidazole-4-carboxamide C(#N)C(C)(C)C1=CC=C(CN2C=NC(=C2)C(=O)N)C=C1